6-(4-(2-hydroxypropan-2-yl)piperidin-1-yl)-4-(6-(4-((6-methoxypyridin-3-yl)methyl)piperazin-1-yl)pyridin-3-yl)pyrazolo[1,5-a]pyridine OC(C)(C)C1CCN(CC1)C=1C=C(C=2N(C1)N=CC2)C=2C=NC(=CC2)N2CCN(CC2)CC=2C=NC(=CC2)OC